C(C1=CC=CC=C1)OC=1C=C2C(=NC1)[C@@]1([C@H]([C@H]([C@](O2)(C1=O)C1=CC=C(C=C1)OC)C1=CC=CC=C1)C(=O)OC)O |&1:17| rac-methyl (7S,8S,9R)-3-(benzyloxy)-9-hydroxy-6-(4-methoxyphenyl)-10-oxo-7-phenyl-6,7,8,9-tetrahydro-6,9-methanooxepino[3,2-b]pyridine-8-carboxylate